O1N=C(C=C1)CNC1=CC=C2C(=CC(OC2=C1)=O)C1=C(C=CC=C1)C 7-((isoxazol-3-ylmethyl)amino)-4-(o-tolyl)-2H-chromen-2-one